2,3,4-trifluoro-5-bromophenylhydrazine hydrochloride Cl.FC1=C(C=C(C(=C1F)F)Br)NN